6-bromo-N-(3-bromobenzyl)-1H-indole-2-carboxamide BrC1=CC=C2C=C(NC2=C1)C(=O)NCC1=CC(=CC=C1)Br